1-(1-(3-bromophenyl)piperidin-4-yl)-4-methylpiperazine BrC=1C=C(C=CC1)N1CCC(CC1)N1CCN(CC1)C